4-(4-bromophenyl)-2-(((E)-(1-(2-chlorophenyl)-9-(4-fluorobenzyl)-β-carbolin-3-yl)methylene)hydrazono)-2,3-dihydrothiazole BrC1=CC=C(C=C1)C=1NC(SC1)=N/N=C/C=1N=C(C=2N(C3=CC=CC=C3C2C1)CC1=CC=C(C=C1)F)C1=C(C=CC=C1)Cl